2-chloro-N-(3-((4-((1-cyclohexylpiperidin-4-yl)amino)-7-fluoro-6-methoxyquinazolin-2-yl)amino)propyl)acetamide ClCC(=O)NCCCNC1=NC2=CC(=C(C=C2C(=N1)NC1CCN(CC1)C1CCCCC1)OC)F